2-methyl-5-((4-methylthiazol-2-yl)methoxy)-N-(2-oxopyrrolidin-3-yl)benzofuran-3-carboxamide CC=1OC2=C(C1C(=O)NC1C(NCC1)=O)C=C(C=C2)OCC=2SC=C(N2)C